C(C)(=O)O[C@@H]1CC[C@@]2([C@H]3CC[C@@]4([C@H](CC[C@H]4[C@@H]3CC[C@@H]2C1)[C@@H](CCC(=O)O)C)C)C (R)-4-((3R,5R,8R,9S,10S,13R,14S,17R)-3-acetoxy-10,13-dimethylhexadecahydro-1H-cyclopenta[a]phenanthrene-17-yl)pentanoic acid